Methyl 2-(4-amino-2-butyl-1-(2-(dipropylamino)ethyl)-1H-imidazo[4,5-c]quinolin-7-yl)acetate NC1=NC=2C=C(C=CC2C2=C1N=C(N2CCN(CCC)CCC)CCCC)CC(=O)OC